N,N-diethyl-N-methyl-(2-methoxyethyl)ammonium bis(trifluoromethylsulfonyl)imide [N-](S(=O)(=O)C(F)(F)F)S(=O)(=O)C(F)(F)F.C(C)[N+](C)(CC)CCOC